2-nitro-4-methylsulfonyl-benzonitrile [N+](=O)([O-])C1=C(C#N)C=CC(=C1)S(=O)(=O)C